4-amino-N-(3-chlorophenyl)-N-methylbenzenesulfonamide NC1=CC=C(C=C1)S(=O)(=O)N(C)C1=CC(=CC=C1)Cl